1-cyclopropyl-4-oxo-5-p-fluorophenyl-1,4-dihydropyridine-3-carboxylic acid ethyl ester C(C)OC(=O)C1=CN(C=C(C1=O)C1=CC=C(C=C1)F)C1CC1